NC1=C(C(=NN1C(C)C)C1=CC=C(C=C1)C(C(=O)NC1=CC(=NO1)C1CC(C1)(C)C)C)C(=O)N 5-Amino-3-[4-[2-[[3-(3,3-dimethylcyclobutyl)isoxazol-5-yl]amino]-1-methyl-2-oxoethyl]phenyl]-1-isopropyl-pyrazole-4-carboxamide